(R)-9-(2-fluoro-4-((1S,2S)-6-hydroxy-2-phenyl-1,2,3,4-tetrahydronaphthalen-1-yl)-5-methoxyphenyl)-1-oxa-9-azaspiro[5.5]undecane-3-carbaldehyde FC1=C(C=C(C(=C1)[C@H]1[C@H](CCC2=CC(=CC=C12)O)C1=CC=CC=C1)OC)N1CCC2(CC[C@H](CO2)C=O)CC1